C(C)(C)N1C(C=2C=C(C(=NC2C=C1)C)C(=O)NCC1=NC=CC=C1)=O 6-isopropyl-2-methyl-5-oxo-N-(pyridin-2-ylmethyl)-5,6-dihydro-1,6-naphthyridine-3-carboxamide